2-(4-cyano-2-methoxy-phenoxy)-5-(3,6-dihydro-2H-pyran-4-yl)-N-[3-(methylsulfonimidoyl)phenyl]pyridine-3-carboxamide C(#N)C1=CC(=C(OC2=NC=C(C=C2C(=O)NC2=CC(=CC=C2)S(=O)(=N)C)C=2CCOCC2)C=C1)OC